3-benzyl-1-(trans-4-((5-cyano-4-((pyrrolidin-2-ylmethyl)amino)-pyrimidin-2-yl)amino)-cyclohexyl)-1-(5-(1-methyl-1H-pyrazol-4-yl)pyridin-2-yl)urea trifluoroacetate FC(C(=O)O)(F)F.C(C1=CC=CC=C1)NC(N(C1=NC=C(C=C1)C=1C=NN(C1)C)[C@@H]1CC[C@H](CC1)NC1=NC=C(C(=N1)NCC1NCCC1)C#N)=O